CC1=CC=C(C=N1)[C@H]1N(OCC1)C(=O)C1CCN(CC1)C1=CC(=NC=N1)C(=O)N (S)-6-(4-(3-(6-methylpyridin-3-yl)isoxazolidin-2-carbonyl)piperidin-1-yl)pyrimidine-4-carboxamide